N-ethyl-2,4,6-trimethylbenzenesulfonamide C(C)NS(=O)(=O)C1=C(C=C(C=C1C)C)C